C(C)(C)N1CCC(CC1)C1=NC(=CC(=N1)N1CC2(C=3C=NC(=CC31)NC(C)=O)CC2)C N-(1'-(2-(1-isopropylpiperidin-4-yl)-6-methylpyrimidin-4-yl)-1',2'-dihydrospiro[cyclopropane-1,3'-pyrrolo[3,2-c]pyridin]-6'-yl)acetamide